5-bromo-2-(2-bromoethoxy)pyridine BrC=1C=CC(=NC1)OCCBr